(R/S)-1-(2-naphthyl)ethylamine C1=C(C=CC2=CC=CC=C12)[C@@H](C)N |r|